BrC(C)C1=C(C(=C(C=C1)[N+](=O)[O-])F)Cl 1-(1-bromoethyl)-2-chloro-3-fluoro-4-nitrobenzene